(R)-tert-butyl 3-((4-(oxetan-3-yloxy)-5-(trifluoromethyl)pyrimidin-2-yl)amino)piperidine-1-carboxylate O1CC(C1)OC1=NC(=NC=C1C(F)(F)F)N[C@H]1CN(CCC1)C(=O)OC(C)(C)C